4-bromo-1H-pyrazole-5-amine BrC=1C=NNC1N